3-[3-(beta-D-glucopyranosyloxy)-2-methoxyphenyl]propionic acid [C@@H]1([C@H](O)[C@@H](O)[C@H](O)[C@H](O1)CO)OC=1C(=C(C=CC1)CCC(=O)O)OC